S-(β-acetamidoethyl)mercapto acetate C(C)(=O)OSCCNC(C)=O